C1(=CC=CC=C1)S(=O)(=O)C=CC#N 3-phenylsulphonyl-2-propenenitrile